FC1=C(C=CC(=C1)N1C(OCC1)=O)N1N=C(C(C(=C1)OC)=O)C1=CC=NN1C1=CC=CC=C1 1-[2-fluoro-4-(2-oxo-1,3-oxazolidin-3-yl)phenyl]-5-methoxy-3-(1-phenyl-1H-pyrazol-5-yl)pyridazin-4(1H)-one